6-chloro-4-{4-[(2,4-difluorophenyl)methyl]piperazin-1-yl}-1-methyl-2-oxo-1,2-dihydro-1,5-naphthyridine ClC=1N=C2C(=CC(N(C2=CC1)C)=O)N1CCN(CC1)CC1=C(C=C(C=C1)F)F